(2R,3R,4S,5R)-2-{4-amino-5-bromo-7H-pyrrolo[2,3-d]pyrimidin-7-yl}-5-[(1E)-2-(3-aminocyclobutyl)ethenyl]oxolane-3,4-diol NC=1C2=C(N=CN1)N(C=C2Br)[C@@H]2O[C@@H]([C@H]([C@H]2O)O)\C=C\C2CC(C2)N